difluoromethyl pentafluoropropyl ether FC(COC(F)F)(C(F)(F)F)F